COC(=O)C=1C(N(C(=C(C1C1=CC(=C(C=C1)Cl)Cl)C)C)C1=C(C=C(C=C1)Cl)F)=O 1-(4-chloro-2-fluoro-phenyl)-4-(3,4-dichlorophenyl)-5,6-dimethyl-2-oxo-pyridine-3-carboxylic acid methyl ester